ClC1=C(C=CC=C1)CN1N=C(C=C1C1=CC(=CC=C1)[N+](=O)[O-])CO [1-[(2-chlorophenyl)methyl]-5-(3-nitrophenyl)-1H-pyrazole-3-yl]methanol